ClC1=C(C(=CC=C1F)F)C(C)OC=1C(=NC=C(C1)OCCCC)N 3-[1-(2-chloro-3,6-difluoro-phenyl)-ethoxy]-5-butoxy-pyridin-2-ylamine